NC=1C(=NC(=CN1)C1=CC(=NC=C1F)C=1C=NN(C1)CC(C)(C)O)C(=O)N[C@@H]1CNC[C@H](C1)F 3-amino-6-(5-fluoro-2-(1-(2-hydroxy-2-methylpropyl)-1H-pyrazol-4-yl)pyridin-4-yl)-N-((3S,5S)-5-fluoropiperidin-3-yl)pyrazine-2-carboxamide